COC1=CC(=NC=C1)NC(C1=CC=CC=C1)=O N-(4-methoxypyridin-2-yl)benzamide